2'-({1-[6-(2-Hydroxyethyl)-2,6-diazaspiro[3.5]nonan-2-ylsulfonyl]piperidin-4-yl}amino)-7'-(2-methylcyclopentyl)spiro[cyclopropane-1,5'-pyrrolo[2,3-d]pyrimidin]-6'-one OCCN1CC2(CN(C2)S(=O)(=O)N2CCC(CC2)NC=2N=CC3=C(N2)N(C(C32CC2)=O)C2C(CCC2)C)CCC1